NC1=NC=CC=C1S(=O)(=O)NC(=O)C=1C(=NC(=CC1)C1=C(C=CC=C1)OC(C)C)N1C(C[C@@H](C1)C)(C)C N-[(2-Amino-3-pyridyl)sulfonyl]-6-(2-isopropoxyphenyl)-2-[(4S)-2,2,4-trimethylpyrrolidin-1-yl]pyridin-3-carboxamid